2-(4-(2-(2,6-dioxopiperidin-3-yl)-1,3-dioxoisoindolin-4-yl)-2-oxopiperazin-1-yl)acetaldehyde O=C1NC(CCC1N1C(C2=CC=CC(=C2C1=O)N1CC(N(CC1)CC=O)=O)=O)=O